NC1=C(C(=O)O)C=CC=C1C1C(C1)C1=CC=CC=C1 2-amino-3-(2-phenylcyclopropyl)benzoic acid